N1(CCNCC1)C1=CC=C(C=C1)[C@@H]1C(NC(CC1)=O)=O |r| (±)-3-(4-(Piperazin-1-yl)phenyl)piperidine-2,6-dione